6-(4-Fluorophenyl)-5-hydroxyisoindolin-1-one FC1=CC=C(C=C1)C1=C(C=C2CNC(C2=C1)=O)O